C1(=CC=CC=C1)C1=NC(=NC(=N1)C1=CC=CC=C1)C=1C=C(C=CC1)C=1C=C(C=CC1)C=1C=C(C=CC1)C=1C(=C(C(=C(C1)C1=CC=CC=C1)C1=CC=CC=C1)C1=CC=CC=C1)C1=CC=CC=C1 2,4-diphenyl-6-(4',5',6'-triphenyl-[1,1':2',1'':3'',1''':3''',1''''-quinquephenyl]-3''''-yl)-1,3,5-triazine